N-(3-(3-amino-2,5-dimethyl-1,1-dioxido-5,6-dihydro-2H-1,2,4-thiadiazin-5-yl)-4-fluorophenyl)-5-fluoropicolinamide NC=1N(S(CC(N1)(C)C=1C=C(C=CC1F)NC(C1=NC=C(C=C1)F)=O)(=O)=O)C